ClC1=CC=C(C=C1)C1=C(CCC(C1)(C)C)C(=O)N1C2CN(CC1C2)C(=O)C=2C=C1CN(C(C1=CC2)=O)C2C(NC(CC2)=O)=O 3-(5-(6-(4'-chloro-5,5-dimethyl-3,4,5,6-tetrahydro-[1,1'-biphenyl]-2-carbonyl)-3,6-diazabicyclo[3.1.1]heptane-3-carbonyl)-1-oxoisoindolin-2-yl)piperidine-2,6-dione